NC1=C(C(=O)N)C=C(C=C1C1=C(C(=CC=C1C)O)C)C1=CC=CC=C1 2-amino-3-(3-hydroxy-2,6-dimethylphenyl)-5-phenylbenzamide